ClC1=CC=C(C=C1)C1=CC=C(O1)C(CC(=O)O)O 5-(4-chlorophenyl)-β-hydroxy-2-furanpropanoic acid